(diphenylmethyleneamino)-5,5,5-trifluoro-pentanoic acid ethyl ester C(C)OC(C(CCC(F)(F)F)N=C(C1=CC=CC=C1)C1=CC=CC=C1)=O